FC=1C(=CC(=NC1)N1[C@H]([C@H](C[C@H]1COC)NS(=O)(=O)C)CO[C@@H]1CC[C@@H](CC1)C1=CC(=CC=C1)F)O N-((2R,3S,5S)-1-(5-fluoro-4-hydroxypyridin-2-yl)-2-((((CIS)-4-(3-fluorophenyl)cyclohexyl)oxy)methyl)-5-(methoxymethyl)pyrrolidin-3-yl)methanesulfonamide